tert-butyl (S)-3-((1-oxo-1,3-dihydroisobenzofuran-5-yl)oxy)azepane-1-carboxylate O=C1OCC2=CC(=CC=C12)O[C@@H]1CN(CCCC1)C(=O)OC(C)(C)C